propargyl-N'-p-tolylcarbodiimide C(C#C)N=C=NC1=CC=C(C=C1)C